4-{2-[5-Bromo-2-(7-methylchinolin-8-sulfonamido)phenyl]ethynyl}isochinolin BrC=1C=CC(=C(C1)C#CC1=CN=CC2=CC=CC=C12)NS(=O)(=O)C=1C(=CC=C2C=CC=NC12)C